1-((2-fluoropyridin-4-yl)methyl)-6-(4-methoxypyrrolo[1,2-b]pyridazin-5-yl)-2-methyl-1H-imidazo[4,5-b]pyridine FC1=NC=CC(=C1)CN1C(=NC2=NC=C(C=C21)C=2C=CN1N=CC=C(C12)OC)C